C(C)(C)(C)OC(=O)N1C[C@H](CC1)[C@@H](C(=O)OC(C)(C)C)CC1=CC(=CC(=C1)C)O (3R)-3-[(1S)-2-tert-butoxy-1-[(3-hydroxy-5-methyl-phenyl)methyl]-2-oxoethyl]pyrrolidine-1-carboxylic acid tert-butyl ester